CN1N=CC=2C1=NC(=NC2NCC2=CC=C(C=C2)S(=O)(=O)N)N(C2=CC=CC=C2)C 4-(((1-Methyl-6-(methyl(phenyl)amino)-1H-pyrazolo[3,4-d]pyrimidin-4-yl)amino)methyl)-benzenesulfonamide